CC1(C[C@H](C(N1)=O)C[C@@H](C(CO)=O)NC(=O)[C@H]1N(C[C@H]2[C@@H]1CCC2)C(=O)C=2NC1=CC=CC(=C1C2)OC)C |o1:3| (1S,3aR,6aS)-N-((S)-1-((R*)-5,5-dimethyl-2-oxopyrrolidin-3-yl)-4-hydroxy-3-oxobutan-2-yl)-2-(4-methoxy-1H-indole-2-carbonyl)octahydrocyclopenta[c]pyrrole-1-carboxamide